S1C(NCC1)=O Thiazolidin-2-on